C(C)(=O)N1CC(C1)OC1=CC=C(C=C1)C#CC1=C2C=C(N=CC2=C(N=C1)NC)NC(=O)[C@@H]1[C@@H](C1)C(F)F (1S,2R)-N-(5-((4-((1-acetylazetidin-3-yl)oxy)phenyl)ethynyl)-8-(methylamino)-2,7-naphthyridin-3-yl)-2-(difluoromethyl)cyclopropane-1-carboxamide